BrC1=CC=CC=2N(C(=NC21)C2=C(C(=CC(=C2)C(C)(C)C)C(C)(C)C)O)C2=C(C=C(C=C2)C(C)(C)C)C2=CC=CC=C2 2-(4-bromo-1-(5-(tert-butyl)-[1,1'-biphenyl]-2-yl)-1H-benzo[d]imidazol-2-yl)-4,6-di-tert-butylphenol